(S)-1-[2-(Benzo[d]isoxazol-3-yl)phenyl]-2-(6-morpholinopyridine-2-yl)ethane-1-amine hydrochloride Cl.O1N=C(C2=C1C=CC=C2)C2=C(C=CC=C2)[C@H](CC2=NC(=CC=C2)N2CCOCC2)N